OC(CNC(=O)C=1C(NC=CC1)=S)CO N-(2,3-dihydroxypropyl)-2-thioxo-1,2-dihydropyridine-3-carboxamide